1,2-dihydroxy-4-methylcyclohexane-3,5-diene-1-carboxylic acid OC1(C(C=C(C=C1)C)O)C(=O)O